N-(5-chloro-4-(5,5-dimethyl-5,6-dihydro-4H-pyrrolo[1,2-b]pyrazol-3-yl)pyridin-2-yl)-1-(4-(2,4-dioxotetrahydropyrimidin-1(2H)-yl)benzyl)piperidine-4-carboxamide ClC=1C(=CC(=NC1)NC(=O)C1CCN(CC1)CC1=CC=C(C=C1)N1C(NC(CC1)=O)=O)C1=C2N(N=C1)CC(C2)(C)C